C1(=CC=C(C=C1)CN1CCNCCCNCCNCCC1)CN1CCNCCCNCCNCCC1 1,1'-[1,4-phenylenebis-(methylene)]-bis-1,4,8,11-tetraazacyclotetradecane